FC(C(C(F)(F)F)(O)C1=CC=C(C=C1)C1=CC=C(C=C1)CN1CC(N(CC1)CC1=CC=NC=C1)C(=O)OC(C)C)(F)F isopropyl 4-((4'-(1,1,1,3,3,3-hexafluoro-2-hydroxypropan-2-yl)-[1,1'-biphenyl]-4-yl)methyl)-1-(pyridin-4-ylmethyl)piperazine-2-carboxylate